C(C)C1=NOC(C1)CC1=CC=C(C=C1)C1=NOC(=N1)C(F)(F)F 3-[4-[(3-Ethyl-4,5-dihydro-5-isoxazolyl)methyl]phenyl]-5-(trifluoromethyl)-1,2,4-oxadiazole